C=1(C(=C(C(=CC1)C(=O)OCCCCCCCCCCCCC)C(=O)OC1CC(NC(C1)(C)C)(C)C)C(=O)OCCCCCCCCCCCCC)C(=O)OC1CC(NC(C1)(C)C)(C)C 1,3-bis(2,2,6,6-tetramethylpiperidin-4-yl) 2,4-di(tridecyl) benzene-1,2,3,4-tetracarboxylate